CC=1C=C2C(=CC=C(C2=CC1)OCCCCCC)OCCCCCC 6-methyl-1,4-dihexyloxynaphthalene